(1s,4s)-4-((5-(imidazo[1,2-a]pyridin-6-yl)-4-methoxy-7H-pyrrolo[2,3-d]pyrimidin-2-yl)amino)-N,N-dimethylcyclohexane-1-carboxamide N=1C=CN2C1C=CC(=C2)C2=CNC=1N=C(N=C(C12)OC)NC1CCC(CC1)C(=O)N(C)C